COC(/C=C/C(=O)OCC[N+]1(CCOCC1)[O-])=O (E)-4-(2-((4-methoxy-4-oxobut-2-enoyl)oxy)ethyl)morpholine 4-oxide